ClC1=C(C=CC=2N=C(SC21)C)N 7-chloro-2-methyl-1,3-benzothiazol-6-amine